1,3-bis(4-methoxy-2,6-dimethylphenyl)-4,5-dimethylimidazole COC1=CC(=C(C(=C1)C)N1CN(C(=C1C)C)C1=C(C=C(C=C1C)OC)C)C